6-((2r,3s)-2,3-dimethylmorpholino)quinoline-4-carboxylic acid C[C@H]1OCCN([C@H]1C)C=1C=C2C(=CC=NC2=CC1)C(=O)O